potassium osmium salt [Os].[K]